CC1=CC(=C2C(=N1)CN(C2)C(=O)NC2CN(C2)C=2C=NC=CC2)C 2,4-dimethyl-N-[1-(pyridin-3-yl)azetidin-3-yl]-5,7-dihydro-6H-pyrrolo[3,4-b]Pyridine-6-carboxamide